tert-butyl (4S)-4-(5-benzyloxy-1-methoxy-pentyl)-2,2-dimethyl-oxazolidine-3-carboxylate C(C1=CC=CC=C1)OCCCCC(OC)[C@H]1N(C(OC1)(C)C)C(=O)OC(C)(C)C